4-(4-benzo[b]thiophene-4-yl-piperazine-1-yl)butoxy-1H-quinoline S1C2=C(C=C1)C(=CC=C2)N2CCN(CC2)CCCCON2CC=CC1=CC=CC=C21